CC(CCN[C@@H](CC)C(=O)N[C@H](C(=O)OC)CC1=CC=CC=C1)(C)C (3S)-3-(3,3-dimethylbutylamino)-4-[[(2S)-1-methoxy-1-oxo-3-phenylpropane-2-yl]amino]-4-oxobutane